BrC1=CC=CC=C1N[N+]#N 6-bromoanilinediazonium